5-[(3,4-difluorophenyl)methyl]-N-[2-(5-fluoro-1H-indol-3-yl)ethyl]isoxazole FC=1C=C(C=CC1F)CC1=CCN(O1)CCC1=CNC2=CC=C(C=C12)F